ClC1=NC(=C2C(=N1)N(N=C2)C)N2CC1(C2)CC(C1)N(S(=O)=O)NC N-(2-(6-chloro-1-methyl-1H-pyrazolo[3,4-d]pyrimidin-4-yl)-2-azaspiro[3.3]heptan-6-yl)-N-methylamino-sulfonic acid amide